CCC(CC)N1CCNCC1 1-(3-pentyl)-piperazine